COC(NC1=CC=CC=C1)=O.C(C)(C)(C)N1C=[N+](C=C1)C(C)(C)C 1,3-di-tert-butylimidazolium methyl-N-phenyl-carbamate